OCCOC1=C(C2=C(C=CC=C2C=C1)C1=CC=CC=C1)C1=C(C=CC2=CC=CC(=C12)C1=CC=CC=C1)OCCO 2,2'-bis(2-hydroxyethoxy)-8,8'-diphenyl-1,1'-binaphthyl